C(C)(C)(C)OC(=O)N1CC(C1)(COC1CCNCC1)F.ClC1=CC=C(NCC#C)C=C1 4-chloro-N-(propargyl)aniline tert-butyl-3-fluoro-3-((piperidin-4-yloxy)methyl)azetidine-1-carboxylate